dioctyltin bis(benzylmaleate) C(C1=CC=CC=C1)/C(/C(=O)[O-])=C/C(=O)[O-].C(C1=CC=CC=C1)/C(/C(=O)[O-])=C/C(=O)[O-].C(CCCCCCC)[Sn+4]CCCCCCCC